lauryl sulfate (sulfate) S(=O)(=O)(O)O.S(=O)(=O)(OCCCCCCCCCCCC)O